BrC=1C=NN(C1C1=C(C#N)C(=CC(=C1F)Cl)N1CC(C1)C(F)F)C 2-(4-bromo-1-methyl-1H-pyrazol-5-yl)-4-chloro-6-(3-(difluoromethyl)azetidin-1-yl)-3-fluorobenzonitrile